FC1=CC=2C=3C(CN(C2C(=C1)NC1=CC=NC=C1C(=O)NC([2H])([2H])[2H])C)=CN(N3)C 4-((8-fluoro-2,5-dimethyl-4,5-dihydro-2H-pyrazolo[4,3-c]quinolin-6-yl)amino)-N-(methyl-d3)nicotinamide